FC1=C(C(=CC(=C1)OC)F)C1=C(C(N(N1C)C1=NC(=CC(=C1)OC)C1CCN(CC1)CC(F)F)=O)NC(C1=CC=C(C=C1)OC(F)F)=O N-(5-(2,6-Difluoro-4-methoxyphenyl)-2-(6-(1-(2,2-difluoroethyl)piperidin-4-yl)-4-methoxypyridin-2-yl)-1-methyl-3-oxo-2,3-dihydro-1H-pyrazol-4-yl)-4-(difluoromethoxy)benzamide